BrC=1C=C(C(=NC1)OC)NS(=O)(=O)C1=C(C=CC=C1)F N-(5-bromo-2-methoxypyridin-3-yl)-2-fluorobenzenesulfonamide